2-(2-Hydroxy-3,5-di-tert-butyl-phenyl)-5-chlorobenzotriazole OC1=C(C=C(C=C1C(C)(C)C)C(C)(C)C)N1N=C2C(=N1)C=CC(=C2)Cl